2-(3-(2-((R)-1-hydroxyethyl)-6-(benzenesulfonyl)imidazo[4,5-d]pyrrolo[2,3-b]pyridine-1(6H)-yl)pyrrolidin-1-yl)propionitrile O[C@H](C)C1=NC=2C(=C3C(=NC2)N(C=C3)S(=O)(=O)C3=CC=CC=C3)N1C1CN(CC1)C(C#N)C